NC(CCP(=O)(OC)OC=1C=C(C=CC1)CC(=O)O)C(=O)O 3-[[(3-amino-3-carboxypropyl)methoxyphosphoryl]oxy]phenylacetic acid